ClC1=CC=C(C=C1)C1=NC(=NC(=C1)N1CCN(CC1)C1=C(C(=CC=C1)C)C)C=1C=NC=CC1 4-(4-chlorophenyl)-6-(4-(2,3-dimethylphenyl)piperazin-1-yl)-2-(pyridin-3-yl)pyrimidine